FC1=C(C=CC=C1)CCC(=O)O 3-(2-fluorophenyl)propionic acid